2-(6-(((R)-1-(3-(difluoromethyl)-2-fluorophenyl)ethyl)amino)-5-(1,3-dioxolane-2-yl)-2-methoxypyrimidin-4-yl)propanoic acid FC(C=1C(=C(C=CC1)[C@@H](C)NC1=C(C(=NC(=N1)OC)C(C(=O)O)C)C1OCCO1)F)F